4,7-dichloro-2-methylfuro[2,3-d]pyridazine ClC1=C2C(=C(N=N1)Cl)OC(=C2)C